4-chloro-N1-(3,4-difluorobenzyl)-6-fluoro-N3-(2-(m-tolyl)benzo[d]oxazol-5-yl)isophthalamide ClC1=C(C=C(C(=O)NCC2=CC(=C(C=C2)F)F)C(=C1)F)C(=O)NC=1C=CC2=C(N=C(O2)C=2C=C(C=CC2)C)C1